C1(CC1)OC=1C=C(C=CC1)C1=CC(=NN1C1=C(C=CC=C1)F)COC(C(=O)OC)(C)C Methyl 2-([5-(3-cyclopropoxyphenyl)-1-(2-fluorophenyl)-1H-pyrazol-3-yl]methoxy)-2-methylpropanoate